5-(5-((3-chloro-4-fluorophenyl)carbamoyl)-6-methyl-1,1-dioxido-1,2,6-thiadiazinan-3-yl)thiophene-2-carboxylic Acid ClC=1C=C(C=CC1F)NC(=O)C1CC(NS(N1C)(=O)=O)C1=CC=C(S1)C(=O)O